3-[5-fluoro-5'-(methylsulfonyl)[3,3'-bipyridin]-2-yl]-3-methoxy-5,5-dimethyl-6-oxocyclohex-1-ene-1-carbonitrile FC=1C=C(C(=NC1)C1(C=C(C(C(C1)(C)C)=O)C#N)OC)C=1C=NC=C(C1)S(=O)(=O)C